N-((2-(6-(((1-(methoxymethyl)-2-oxabicyclo[2.1.1]hexan-4-yl)methyl)amino)pyridin-2-yl)-1,6-naphthyridin-7-yl)methyl)-5-(methylsulfonyl)nicotinamide COCC12OCC(C1)(C2)CNC2=CC=CC(=N2)C2=NC1=CC(=NC=C1C=C2)CNC(C2=CN=CC(=C2)S(=O)(=O)C)=O